1-(2-Chlorophenyl)-4-(((1-methyl-1H-imidazol-4-yl)methyl)amino)-7-(trifluoromethyl)pyrido[2,3-d]pyrimidin-2(1H)-one ClC1=C(C=CC=C1)N1C(N=C(C2=C1N=C(C=C2)C(F)(F)F)NCC=2N=CN(C2)C)=O